(4-chlorophenyl)-8-(pyridin-3-yl)-3-(3,3,3-trifluoro-2-hydroxypropyl)pyrido[3,4-d]pyrimidin-4(3H)-one ClC1=CC=C(C=C1)C=1N(C(C2=C(N1)C(=NC=C2)C=2C=NC=CC2)=O)CC(C(F)(F)F)O